4-[3-(4-Benzyloxyphenyl)-1-cyclopropyl-pyrazol-4-yl]pyridine C(C1=CC=CC=C1)OC1=CC=C(C=C1)C1=NN(C=C1C1=CC=NC=C1)C1CC1